2-Amino-N-(2-(3-(4-((3-(2,3-difluoro-4-methoxyphenyl)imidazo[1,2-a]pyrazin-8-yl)amino)-2-ethylbenzamido)azetidin-1-yl)-2-oxoethyl)-N,N-dimethyl-2-oxoethan-1-aminium formate C(=O)[O-].NC(C[N+](C)(C)CC(=O)N1CC(C1)NC(C1=C(C=C(C=C1)NC=1C=2N(C=CN1)C(=CN2)C2=C(C(=C(C=C2)OC)F)F)CC)=O)=O